1,3-dibenzyl-3-(1-(4-fluorophenyl)-6-methyl-1H-indazol-5-yl)pyrrolidine-2,5-dione C(C1=CC=CC=C1)N1C(C(CC1=O)(C=1C=C2C=NN(C2=CC1C)C1=CC=C(C=C1)F)CC1=CC=CC=C1)=O